5-chloro-1-(2,6-difluorobenzyl)-4-(2-((2,2-dimethyltetrahydro-2H-pyran-4-yl)amino)ethyl)-1H-pyrazole-3-carboxylic acid ClC1=C(C(=NN1CC1=C(C=CC=C1F)F)C(=O)O)CCNC1CC(OCC1)(C)C